2-(3-methoxyphenyl)propanenitrile COC=1C=C(C=CC1)C(C#N)C